N1=C(C=CC=C1)C1(CC1)NC(=O)[C@@H]1CN(CC[C@H]1NC(=O)C=1OC(=CN1)C1=C(C=C(C=C1)F)F)C1CCCCC1 |o1:12,17| (3R*,4R*)-1-Cyclohexyl-4-{[5-(2,4-difluoro-phenyl)-oxazole-2-carbonyl]-amino}-piperidine-3-carboxylic acid (1-pyridin-2-yl-cyclopropyl)-amide